pyridinium dichromate [Cr](=O)(=O)([O-])O[Cr](=O)(=O)[O-].[NH+]1=CC=CC=C1.[NH+]1=CC=CC=C1